N-((2-(2,6-dioxopiperidin-3-yl)-1-oxoisoindolin-5-yl)methyl)-6-chloro-2H-chromene-3-carboxamide O=C1NC(CCC1N1C(C2=CC=C(C=C2C1)CNC(=O)C=1COC2=CC=C(C=C2C1)Cl)=O)=O